ClC=1C=NC=C(C(=O)ONC(=N)C2=NN(C(C=C2)=O)CC(=O)NCC)C1 2-(3-(N-((5-chloronicotinoyl)oxy)carbamimidoyl)-6-oxopyridazin-1(6H)-yl)-N-ethylacetamide